NC=1C=C(C=CC1OC(F)(F)F)S(=O)(=O)NC1(CCNCC1)C1=CC=C(C=C1)Cl 3-amino-N-(4-(4-chlorophenyl)piperidin-4-yl)-4-(trifluoromethoxy)benzene-sulfonamide